4-bromo-6-methyl-1-(p-toluenesulfonyl)pyrrolo[2,3-c]pyridin-7-one BrC=1C2=C(C(N(C1)C)=O)N(C=C2)S(=O)(=O)C2=CC=C(C)C=C2